CN(C)CC1=CC(=C(C=C1)N1C(=NC(=C1)C1=NC(=NC=C1C(F)(F)F)NC1CCN(CC1)S(=O)(=O)C)C)F 4-(1-(4-((dimethylamino)methyl)-2-fluorophenyl)-2-methyl-1H-imidazol-4-yl)-N-(1-(methylsulfonyl)piperidin-4-yl)-5-(trifluoromethyl)pyrimidin-2-amine